5-((1,3-dimethyl-1H-pyrazolo[3,4-b]pyridin-4-yl)methoxy)-2-methoxyisonicotinaldehyde CN1N=C(C=2C1=NC=CC2COC2=CN=C(C=C2C=O)OC)C